magnesium trifluoroacetate salt FC(C(=O)[O-])(F)F.[Mg+2].FC(C(=O)[O-])(F)F